C(C)(C)C1=C(C(=CC=C1)C(C)C)[Mg]Br 2,6-Diisopropylphenylmagnesium bromide